6-(piperazin-1-yl)nicotinonitrile 3HCl Cl.Cl.Cl.N1(CCNCC1)C1=NC=C(C#N)C=C1